5-amino-2-(6-cyclopropyl-2-(pyrimidin-2-ylamino)pyridin-3-yl)-6-(5-(methyl-d3)-1H-indazol-4-yl)pyrimidine-4-carboxamide NC=1C(=NC(=NC1C1=C2C=NNC2=CC=C1C([2H])([2H])[2H])C=1C(=NC(=CC1)C1CC1)NC1=NC=CC=N1)C(=O)N